N-[tert-butyl(dimethyl)silyl]-4-nitrobenzenesulfonamide [Si](C)(C)(C(C)(C)C)NS(=O)(=O)C1=CC=C(C=C1)[N+](=O)[O-]